(Z)-2-((3-benzyl-5-(3-((tert-butyldimethylsilyl)oxy)-5-chlorophenyl)pyrazin-2-yl)amino)-3-(furan-2-yl)acrylic acid tert-butyl ester C(C)(C)(C)OC(/C(=C/C=1OC=CC1)/NC1=NC=C(N=C1CC1=CC=CC=C1)C1=CC(=CC(=C1)Cl)O[Si](C)(C)C(C)(C)C)=O